C1(CCC1)CN(C(OC(C)(C)C)=O)[C@H]1CN(CCC1)C=1C=NC(=CC1)C1(COC1)N1C=NC(=C1)C=1C=NC=C(C1)OC tert-butyl (R)-(cyclobutylmethyl)(1-(6-(3-(4-(5-methoxypyridin-3-yl)-1H-imidazol-1-yl)oxetan-3-yl)pyridin-3-yl)piperidin-3-yl)carbamate